3-amino-4,5,6,7-tetrahydro-1H-indazole NC1=NNC=2CCCCC12